(5,6-dimethoxypyridin-3-yl)boronic acid COC=1C=C(C=NC1OC)B(O)O